C(=C)C(C(C(C(C(CC=C)(F)F)(F)F)(F)F)(F)F)(F)F 1,6-divinyldecafluorohexane